NC1=C(C=2C(=NC=C(C2S1)F)C=1C2=C(C=3C=NC(=NC3C1F)N1C[C@H]3CN([C@H]3C1)C)COC2)C#N 2-Amino-7-fluoro-4-(5-fluoro-3-((1R,5R)-6-methyl-3,6-diazabicyclo[3.2.0]heptan-3-yl)-7,9-dihydrofuro[3,4-f]quinazolin-6-yl)thieno[3,2-c]pyridine-3-carbonitrile